4-((3S,4S)-3-ethoxy-4-(4-(trifluoromethyl)phenoxy)piperidin-1-yl)-1-methyl-2-oxo-1,2-dihydropyrido[3,2-d]pyrimidine-6-carbonitrile C(C)O[C@H]1CN(CC[C@@H]1OC1=CC=C(C=C1)C(F)(F)F)C=1C2=C(N(C(N1)=O)C)C=CC(=N2)C#N